ClC1=CC(=NC=C1)C(CCC[C@H](C)NC(OC(C)(C)C)=O)(F)F tert-butyl (S)-(6-(4-chloropyridin-2-yl)-6,6-difluorohexan-2-yl)carbamate